FC1=CC=C(OC2=CC=C(C(=C2)NC)N)C=C1 5-(4-Fluorophenoxy)-N1-methylbenzene-1,2-diamine